3-((4R)-4-fluoro-2-(methoxycarbonyl)pyrrolidin-2-yl)propionic acid F[C@@H]1CC(NC1)(C(=O)OC)CCC(=O)O